tert-butyl ((2-(((R)-5-((tert-butoxycarbonyl)(4,4-difluorocyclohexyl)amino)pentan-2-yl)oxy)-4-methylphenyl)sulfonyl)-L-prolinate C(C)(C)(C)OC(=O)N(CCC[C@@H](C)OC1=C(C=CC(=C1)C)S(=O)(=O)N1[C@@H](CCC1)C(=O)OC(C)(C)C)C1CCC(CC1)(F)F